benzhydryl-3-fluoro-2,2-dimethylazetidine C(C1=CC=CC=C1)(C1=CC=CC=C1)N1C(C(C1)F)(C)C